C(C)(C)(C)OC(=O)N[C@H](C(=O)ON1C(CCC1=O)=O)[C@@H](C)O (2,5-dioxopyrrolidin-1-yl) (2S,3R)-2-(tert-butoxycarbonylamino)-3-hydroxy-butanoate